(3S)-3-(Hydroxymethyl)-N,N-dimethyloctahydroindolizine-7-carboxamide OC[C@@H]1CCC2CC(CCN12)C(=O)N(C)C